rac-(3R,4R,5S)-4-(benzylamino)-1-[1-(4-fluorophenyl)indazol-5-yl]-3-methyl-5-phenylpyrrolidin-2-one C(C1=CC=CC=C1)N[C@@H]1[C@H](C(N([C@H]1C1=CC=CC=C1)C=1C=C2C=NN(C2=CC1)C1=CC=C(C=C1)F)=O)C |r|